C(C)(C)(C)OC(=O)N1C(CC2=CC=CC=C12)NC1=C(N=NC(=C1)C1=C(C=CC=C1F)F)C(N)=O ((3-carbamoyl-6-(2,6-difluorophenyl)pyridazin-4-yl)amino)indoline-1-carboxylic acid tert-butyl ester